trifluoro-N-(2-hydroxybutyl)methanesulfonamide FC(S(=O)(=O)NCC(CC)O)(F)F